[N+](=O)([O-])C1=C(CCNC(OC(C)(C)C)=O)C=CC=C1 tert-butyl 2-nitrophenethylcarbamate